BrCCCC1=CC=C(C=C1)CCCSC1=C2CN(C(C2=CC=C1)=O)C1C(NC(CC1)=O)=O 3-(4-((3-(4-(3-bromopropyl)phenyl)propyl)thio)-1-oxoisoindolin-2-yl)piperidine-2,6-dione